COC(CO[C@@H]1[C@H]([C@H]2OC(OC[C@H]2O[C@]12OCCCC2)(C)C)N2N=NC(=C2)C2=CC(=C(C(=C2)F)F)F)=O methyl-2-(((2S,4a'R,7'R,8'S,8a'R)-2',2'-dimethyl-8'-(4-(3,4,5-trifluorophenyl)-1H-1,2,3-triazol-1-yl)octahydro-4'H-spiro[pyran-2,6'-pyrano[3,2-d][1,3]dioxin]-7'-yl)oxy)acetate